1,1,2-trifluoroethane FC(CF)F